thiophene-2-formaldehyde S1C(=CC=C1)C=O